3-((4,4-difluorohexyl)oxy)-4-(1-methyl-1,2,5,6-tetrahydropyridin-3-yl)-1,2,5-thiadiazole FC(CCCOC1=NSN=C1C=1CN(CCC1)C)(CC)F